Cl.CCC(CCCCCCCC)=O Undecane-3-one hydrochloride